C=1(C(=CC=CC1O)C(=O)[O-])C ortho-cresolate